tert-Butyl ((2-bromo-4-chlorophenyl)sulfonyl)-L-prolinate BrC1=C(C=CC(=C1)Cl)S(=O)(=O)N1[C@@H](CCC1)C(=O)OC(C)(C)C